CC(C(=O)O)C(CC)C 2,3-dimethylvaleric acid